C1(CC1)C=1N=CC2=C3C(=CC(=C2C1)S(NCC(C)C)(=O)=O)C(CCC3)NC(=O)NCC 1-[3-cyclopropyl-5-(2-methylpropylsulfamoyl)-7,8,9,10-tetrahydrobenzo[h]isoquinolin-7-yl]-3-ethylurea